N-(1-amino-3-hydroxy-1-oxopropan-2-yl)-5-((2,4-dimethylthiazol-5-yl)methoxy)-2-methylbenzofuran-3-carboxamide NC(C(CO)NC(=O)C1=C(OC2=C1C=C(C=C2)OCC2=C(N=C(S2)C)C)C)=O